CC(C)C=1C=NN2C1N=CN=C2 8-(propan-2-yl)pyrazolo[1,5-a][1,3,5]triazin